C1(=CC(=CC=C1)C[C@@H]1N(CC[C@@H]1NS(=O)(=O)C)C(=O)OC(C)C)C1=CC=CC=C1 isopropyl cis-2-(biphenyl-3-ylmethyl)-3-((methylsulfonyl)amino)pyrrolidine-1-carboxylate